OC[C@H]1OC[C@@H]([C@H]([C@H]1O)O)NC1=NC=CC=C1 (2R,3R,4R,5S)-2-(hydroxymethyl)-5-(pyridin-2-ylamino)tetrahydro-2H-pyran-3,4-diol